CC1=CC2=C(C3=CC(=C(C=C3C(=C2C=C1C)C1=CC=CC=C1)C)C)C1=CC=CC=C1 2,3,6,7-tetramethyl-9,10-diphenylanthracene